N1N=C(C=C1)CN1N=NC(=C1)C(=O)NCC=1SC(=NN1)C1=CC=CC=C1 1-((1H-pyrazol-3-yl)methyl)-N-((5-phenyl-1,3,4-thiadiazol-2-yl)methyl)-1H-1,2,3-triazole-4-carboxamide